(R)-N-((S)-1-(((S)-1-(3-([1,1'-biphenyl]-4-ylmethyl)-1,2,4-oxadiazol-5-yl)-5-aminopentyl)amino)-3-(4-hydroxy-2,6-dimethylphenyl)-1-oxopropan-2-yl)-2-amino-5-guanidino-pentanamide C1(=CC=C(C=C1)CC1=NOC(=N1)[C@H](CCCCN)NC([C@H](CC1=C(C=C(C=C1C)O)C)NC([C@@H](CCCNC(=N)N)N)=O)=O)C1=CC=CC=C1